5-Cyclopropyl-1,2-oxazol C1(CC1)C1=CC=NO1